3,7-dihydro-3-methyl-7-(2-butynyl)-1H-purine-2,6-dione CN1C(NC(C=2N(C=NC12)CC#CC)=O)=O